3-(3-methoxypropyl)-6-nitroquinazolin-4(3H)-one COCCCN1C=NC2=CC=C(C=C2C1=O)[N+](=O)[O-]